[1-[[3-[[(4S)-chroman-4-yl]carbamoyl]phenyl]-(3-methylsulfonylphenyl)methyl]-4,4-diethyl-6-oxo-hexahydropyrimidin-2-ylidene]ammonium O1CC[C@@H](C2=CC=CC=C12)NC(=O)C=1C=C(C=CC1)C(N1C(NC(CC1=O)(CC)CC)=[NH2+])C1=CC(=CC=C1)S(=O)(=O)C